5-amyl-4,6-diphenyl-3,4-dihydropyridone C(CCCC)C=1C(CC(NC1C1=CC=CC=C1)=O)C1=CC=CC=C1